C1(CC1)C=1SC(=CN1)C1=CC(=NC=C1)N(C(=O)[C@@H]1CC[C@H](CC1)C(=O)O)C[C@@H]1CC[C@H](CC1)C1=NC(=C(C=C1)OC)C trans-4-((4-(2-Cyclopropylthiazol-5-yl)pyridin-2-yl)((trans-4-(5-methoxy-6-methylpyridin-2-yl)-cyclohexyl)methyl)carbamoyl)-cyclohexanecarboxylic acid